isopropyl acetate (methyl acetate) CCC(=O)O.C(C)(=O)OC(C)C